ClC1=CC=C(C=C1)[C@](C)(C#C)C=1N=C(SC1)NC(=O)NCCO (S)-1-(4-(2-(4-chlorophenyl)but-3-yn-2-yl)thiazol-2-yl)-3-(2-hydroxyethyl)urea